7-(1,3-oxazol-2-yl)-2-[(oxolanyl-2-yl)methyl]-[1,2,4]Triazolo[1,5-c]Pyrimidin-5-amine O1C(=NC=C1)C1=CC=2N(C(=N1)N)N=C(N2)C=C2OCCC2